ClC1=C(C(=CC=C1)F)NC(C1=C(C=C(C(=C1)F)C1=NC=2CCNCC2C=C1)O[C@H](C(F)(F)F)C)=O (S)-N-(2-Chloro-6-fluorophenyl)-5-fluoro-4-(5,6,7,8-tetrahydro-1,6-naphthyridin-2-yl)-2-((1,1,1-trifluoropropan-2-yl)oxy)benzamide